NC1=C(C=C(C=N1)NC(C(=O)N1C(COCC1C1=NC=C(C=C1)C(F)(F)F)C)=O)C N-(6-amino-5-methylpyridin-3-yl)-2-(3-methyl-5-(5-(trifluoromethyl)pyridin-2-yl)morpholinyl)-2-oxoacetamide